CNC1CC2CCC(C1)N2C(=O)OC(C)(C)C tert-butyl 3-(methylamino)-8-azabicyclo[3.2.1]octane-8-carboxylate